FC(N1C=NC2=C1C=CC(=C2)C#CC2=NN(C(=C2C(=O)N)NC)[C@@H]2CN([C@H](C2)COC)C(C=C)=O)F 3-[2-[1-(Difluoromethyl)-1,3-benzodiazol-5-yl]ethynyl]-1-[(3S,5R)-5-(methoxymethyl)-1-(prop-2-enoyl)pyrrolidin-3-yl]-5-(methylamino)pyrazole-4-carboxamide